C(C)(C)(C)OC(=O)NC1CC(C1)NC1=NC=C(C(=N1)C1=CNC2=C(C(=CC=C12)C(=O)OC)P(=O)(C)C)C(F)(F)F methyl 3-(2-(((1r,3r)-3-((tert-butoxycarbonyl)amino)cyclobutyl)amino)-5-(trifluoromethyl)pyrimidin-4-yl)-7-(dimethylphosphoryl)-1H-indole-6-carboxylate